(6S)-6-[2-Chloro-3-(2,6-difluoro-phenyl)phenyl]-2-imino-6-methyl-3-[(2S,4S)-2-methyltetrahydro-pyran-4-yl]hexahydropyrimidin-4-one trifluoroacetic acid salt FC(C(=O)O)(F)F.ClC1=C(C=CC=C1C1=C(C=CC=C1F)F)[C@@]1(CC(N(C(N1)=N)[C@@H]1C[C@@H](OCC1)C)=O)C